C(C)C1=C(SC2=CN=CC=C21)C#CCNC2=C(C=C(C=C2)S(=O)(=O)C)OC 3-ethyl-2-(3-((2-methoxy-4-(methylsulfonyl)phenyl)amino)prop-1-yn-1-yl)thieno[2,3-c]pyridin